COC([C@H](C)O[Si](C)(C)C(C)(C)C)=O (S)-2-((tert-Butyldimethylsilyl)oxy)propanoic acid methyl ester